4-amino-N-((1R)-2,3-dihydro-1H-inden-1-yl)-N,1-dimethyl-1H-pyrazolo[4,3-c]quinoline-8-carboxamide NC1=NC=2C=CC(=CC2C2=C1C=NN2C)C(=O)N(C)[C@@H]2CCC1=CC=CC=C21